N-(6-((5-bromo-2-((5-ethyl-2-methoxy-4-(4-morpholinopiperidin-1-yl)phenyl)amino)pyrimidin-4-yl)amino)quinoxalin-5-yl)methanesulfonamide BrC=1C(=NC(=NC1)NC1=C(C=C(C(=C1)CC)N1CCC(CC1)N1CCOCC1)OC)NC=1C(=C2N=CC=NC2=CC1)NS(=O)(=O)C